Arsenic (III) Sulfide [As+]=S